4,5,5,5-tetrafluoro-4-(trifluoromethyl)pentanoic acid 1-phenylethyl ester C1(=CC=CC=C1)C(C)OC(CCC(C(F)(F)F)(C(F)(F)F)F)=O